4-((4-cyano-3-fluorophenyl) amino)-7-methoxyquinazolin-6-yl (R)-4-acryloyl-2-methylpiperazine-1-carboxylate C(C=C)(=O)N1C[C@H](N(CC1)C(=O)OC=1C=C2C(=NC=NC2=CC1OC)NC1=CC(=C(C=C1)C#N)F)C